COCOC1=CC=C(C=C1)N1N=C(N=C1)C1=CC(=C(C=C1)[N+](=O)[O-])C 1-(4-(methoxymethoxy)phenyl)-3-(3-methyl-4-nitrophenyl)-1H-1,2,4-triazole